4-cyano-N-(1-(4-(6-((methylsulfonyl)methyl)pyridin-3-yl)phenyl)cyclobutyl)benzamide C(#N)C1=CC=C(C(=O)NC2(CCC2)C2=CC=C(C=C2)C=2C=NC(=CC2)CS(=O)(=O)C)C=C1